methyl 5-{2-[2-(1,3-dioxolan-2-yl)-3-[(4-methoxyphenyl)methoxy] phenyl]ethynyl}-2-methylpyrazole-3-carboxylate O1C(OCC1)C1=C(C=CC=C1OCC1=CC=C(C=C1)OC)C#CC=1C=C(N(N1)C)C(=O)OC